C(C)C(=C)CCCC 2-Ethyl-hex-1-ene